(2R)-1-[4-[(R)-amino(4-chloro-2-hydroxy-5-methylphenyl)methyl]piperidin-1-yl]-2,3-dihydroxypropan-1-one N[C@H](C1CCN(CC1)C([C@@H](CO)O)=O)C1=C(C=C(C(=C1)C)Cl)O